iron (III) tris(dibutylphosphinate) C(CCC)P([O-])(=O)CCCC.C(CCC)P([O-])(=O)CCCC.C(CCC)P([O-])(=O)CCCC.[Fe+3]